FC1=C(C(=CC=C1)F)C1=CC(=C(N=N1)C(=O)[O-])NC1=CC=C(C=C1)OCC 6-(2,6-difluorophenyl)-4-((4-ethoxyphenyl)amino)pyridazine-3-carboxylate